C(=C)N1C(CCC1)=O N-Vinylpyrrolidon